(M)-5-amino-3-cyano-1-ethyl-4-(3-hydroxy-2-methyl-phenyl)pyrrolo[2,3-b]pyridine-6-carboxamide NC=1C(=C2C(=NC1C(=O)N)N(C=C2C#N)CC)C2=C(C(=CC=C2)O)C